9-hydroxypregn-4-ene-3,20-dione O[C@@]12[C@]3(CCC(C=C3CC[C@H]1[C@@H]1CC[C@H](C(C)=O)[C@]1(CC2)C)=O)C